OC(CNCC(=O)O)O dihydroxyethylglycine